FC1=CC(=C2CCC(C2=C1)=O)C(F)(F)F 6-fluoro-4-(trifluoromethyl)indan-1-one